1-(4-(3-chloro-2-methylphenyl)piperazin-1-yl)-2-((3bR,4aR)-3-(4-(2-hydroxyacetyl)piperazine-1-carbonyl)-3b,4,4a,5-tetrahydro-1H-cyclopropa[3,4]cyclopenta[1,2-c]pyrazol-1-yl)ethanone ClC=1C(=C(C=CC1)N1CCN(CC1)C(CN1N=C(C2=C1C[C@@H]1[C@H]2C1)C(=O)N1CCN(CC1)C(CO)=O)=O)C